N1(CCC1)C=1C2=C(N=C(N1)C)CN(C2)C(=O)[C@H]2CN(CC2)C(=O)OC(C)(C)C tert-butyl (R)-3-(4-(azetidin-1-yl)-2-methyl-6,7-dihydro-5H-pyrrolo[3,4-d]pyrimidine-6-carbonyl)pyrrolidine-1-carboxylate